2-methyl-6-oxo-[3,4'-bipyridine]-5-carbonitrile lactate C(C(O)C)(=O)O.CC=1NC(C(=CC1C1=CC=NC=C1)C#N)=O